5-(2-(((1s,4s)-1-cyclopropyl-4-hydroxycyclohexyl)amino)-2-oxoacetyl)-N-(4-fluoro-3-methylphenyl)-1,2,4-trimethyl-1H-pyrrole-3-carboxamide C1(CC1)C1(CCC(CC1)O)NC(C(=O)C1=C(C(=C(N1C)C)C(=O)NC1=CC(=C(C=C1)F)C)C)=O